[7-(2,4-difluoro-6-isopropoxy-phenyl)-6-(5-prop-2-enoyl-6,7-dihydro-4H-thiazolo[5,4-c]pyridin-2-yl)thieno[3,2-c]pyridin-4-yl] trifluoromethanesulfonate FC(S(=O)(=O)OC1=NC(=C(C2=C1C=CS2)C2=C(C=C(C=C2OC(C)C)F)F)C=2SC=1CN(CCC1N2)C(C=C)=O)(F)F